ClC1=CC=C(C=C1)C1=NOC(=N1)C1CCN(CC1)C(CC1=NON=C1C)=O 1-(4-(3-(4-chlorophenyl)-1,2,4-oxadiazol-5-yl)piperidin-1-yl)-2-(4-methyl-1,2,5-oxadiazol-3-yl)ethan-1-one